(1S,3R)-3-{4-[3-(2-chloro-6-fluorophenyl)-4-(methoxymethyl)-1,2-oxazol-5-yl]-5-methyl-1H-pyrazol-1-yl}-1-methylcyclobutan-1-ol ClC1=C(C(=CC=C1)F)C1=NOC(=C1COC)C=1C=NN(C1C)C1CC(C1)(O)C